(1-hydroxycyclohexyl)methyl-(3-(3-fluoro-4-((2-ethyl-1H-imidazol-1-yl)methyl)-phenyl)-5-isobutylthiophen-2-yl)sulfonylcarbamate OC1(CCCCC1)COC(NS(=O)(=O)C=1SC(=CC1C1=CC(=C(C=C1)CN1C(=NC=C1)CC)F)CC(C)C)=O